2-azaspiro[2.5]octan-5-one C1NC12CC(CCC2)=O